OC1=C(C(C)(C)C=2C=C(C=C(C2)N2N=C3C(=N2)C=CC=C3)C(C3=CC=CC=C3)(C)C)C=CC=C1 2-[2'-hydroxy-3',5'-bis-(α,α-dimethylbenzyl)phenyl]-2H-benzotriazole